(Z)-1-(2,4-dichlorophenyl)-2-((1-methyl-3-(trifluoromethyl)-1H-pyrazol-5-yl)oxy)ethan-1-one-O-isobutyl oxime C(C(C)C)O\N=C(/COC1=CC(=NN1C)C(F)(F)F)\C1=C(C=C(C=C1)Cl)Cl